ClC1(C(C(=CC=C1)N)N)C1=NN=NN1C 3-Chloro-M-(1-methyl-1H-tetrazol-5-yl)benzene-1,2-diamine